tertbutyl 4-isobutyl-3,4-dihydroquinoxaline-1(2H)-carboxylate C(C(C)C)N1CCN(C2=CC=CC=C12)C(=O)OC(C)(C)C